N-((R)-((S)-7-(1-methyl-1H-pyrazol-4-yl)-2,3-dihydro-1H-pyrido[2,3-b][1,4]oxazin-3-yl)(phenyl)methyl)-2-(thiazol-5-yl)ethanamine CN1N=CC(=C1)C1=CC2=C(O[C@@H](CN2)[C@H](NCCC2=CN=CS2)C2=CC=CC=C2)N=C1